COC[C@H]1CN(C(O1)=C=O)C=1N=C2N(CCOC3=C2C=CC(=C3)N[C@H](C(=O)N)C)C1 (S)-2-((2-((R)-5-(methoxymethyl)-2-carbonyloxazolidin-3-yl)-5,6-dihydrobenzo[f]imidazo[1,2-d][1,4]oxazepin-9-yl)amino)propanamide